N-{5-[3-(4,4-difluorooxetan-2-yl)-1,2,4-oxadiazol-5-yl]-4,5,6,7-tetrahydro[1,3]thiazolo[5,4-c]pyridin-2-yl}-N'-(2-methoxyethyl)urea FC1(CC(O1)C1=NOC(=N1)N1CC2=C(CC1)N=C(S2)NC(=O)NCCOC)F